C(C)(CC)C1=CC=C(/C=C/C2CCN(CC2)C(=O)OC(C)(C)C)C=C1 tert-butyl (E)-4-(4-(sec-butyl)styryl)piperidine-1-carboxylate